N1(CCCCC1)C1=NC=CC=N1 (piperidin-1-yl)pyrimidine